4-(4-(tert-butoxy)-2-chloroquinazolin-6-yl)-3,5-dimethylisoxazole C(C)(C)(C)OC1=NC(=NC2=CC=C(C=C12)C=1C(=NOC1C)C)Cl